BrC1=CC=C(C(=C1CC(C(=O)O)(F)F)F)Cl 6-bromo-3-chloro-α,α,2-trifluoro-phenylpropionic acid